tetraphenyl-Dibenzofuran C1(=CC=CC=C1)C1=C(C(=C(C2=C1OC1=C2C=CC=C1)C1=CC=CC=C1)C1=CC=CC=C1)C1=CC=CC=C1